Trimethoxy(2-furyl)silane CO[Si](C=1OC=CC1)(OC)OC